2-(3-(4-(1H-INDAZOL-5-YLAMINO)QUINAZOLIN-2-YL)PHENOXY)-N-ISOPROPYLACETAMIDE METHANESULFONIC ACID SALT CS(=O)(=O)O.N1N=CC2=CC(=CC=C12)NC1=NC(=NC2=CC=CC=C12)C=1C=C(OCC(=O)NC(C)C)C=CC1